N-[(1S)-2,2-dicyclopropyl-1-[[1-[1-[1-(cyclopropylmethyl)-tetrazol-5-yl]-3,3-difluoropropyl]pyrazol-4-yl]carbamoyl]ethyl]-4-methyl-1,2,5-oxadiazole-3-carboxamide C1(CC1)C([C@@H](C(NC=1C=NN(C1)C(CC(F)F)C1=NN=NN1CC1CC1)=O)NC(=O)C1=NON=C1C)C1CC1